ClC1=C(OC=2C=C(C=C(C2C)[N+](=O)[O-])C2=CC=3C(=C(N=CC3)OC)N2C)C=CC(=C1)Cl (3-(2,4-dichlorophenoxy)-4-methyl-5-nitrophenyl)-7-methoxy-1-methyl-1H-pyrrolo[2,3-c]pyridine